BrC=1C=C2C(N(C=NC2=CC1)CCC1=CC=NC=C1)=O 6-bromo-3-(2-(pyridin-4-yl)ethyl)quinazolin-4(3H)-one